1,4-dimethyl-7-methylene-1a,2,4a,5,6,7,7a,7b-octahydro-1H-cyclopropa[e]azulene-5,6-diol CC1C2C3C(C(C(C3C(=CCC21)C)O)O)=C